2-butyl-2-ethyl-1,3-propandiol C(CCC)C(CO)(CO)CC